6-bromo-5-fluoro-2-methyl-3,4-dihydro-2H-1-benzopyran BrC=1C=CC2=C(CCC(O2)C)C1F